BrC=1C(N(C(=CC1OCC1=C(C=C(C=C1)F)F)C)CC1=CC=C(CNC(=O)NCCO)C=C1)=O N-(4-{[3-bromo-4-[(2,4-difluorobenzyl)oxy]-6-methyl-2-oxopyridin-1(2H)-yl]methyl}benzyl)-N'-(2-hydroxyethyl)urea